benzyl ((1-(3-(2,3-dichlorophenyl)-1H-pyrazolo[3,4-b]pyrazin-6-yl)-4-methylpiperidin-4-yl)methyl)carbamate ClC1=C(C=CC=C1Cl)C1=NNC2=NC(=CN=C21)N2CCC(CC2)(C)CNC(OCC2=CC=CC=C2)=O